C(C1=CC=CC=C1)C1=C(N=C(N1)C1=C(C=CC(=C1)OC=1C(=C2C=CNC2=CC1F)SC)F)C(C)(C)O 2-(5-Benzyl-2-(2-fluoro-5-((6-fluoro-4-(methylthio)-1H-indol-5-yl)oxy)phenyl)-1H-imidazol-4-yl)propan-2-ol